1-(6'-chloro-5-((4-methylpiperazin-1-yl)methyl)-[2,3'-bipyridin]-4'-yl-4-methylpiperidin-4-yl)methanol ClC1=CC(=C(C=N1)C1=NC=C(C=C1)CN1CCN(CC1)C)N1CCC(CC1)(C)CO